BrC1=C(C=2C3(C4=CC=CC=C4C2C=C1)CCC(CC3)=O)Br dibromospiro[cyclohexane-4,9-fluorene]-1-one